N=1NC=C2C1C1CCC(C2)N1 2,4,5,6,7,8-hexahydro-5,8-epiminocyclohepta[c]pyrazol